(3-(6-(4-isopropyl-4H-1,2,4-triazol-3-yl)pyridin-2-yl)-7-methyl-4-oxo-3,4-dihydro-quinazolin-6-yl)acetamide C(C)(C)N1C(=NN=C1)C1=CC=CC(=N1)N1C=NC2=CC(=C(C=C2C1=O)CC(=O)N)C